FC1=CC(=C(OC2=C(C(=O)NC3=CC(=C(C=C3)F)C(C3C(NCC3)=O)O)C=C(C=C2)C(F)(F)F)C=C1)C 2-(4-Fluoro-2-methylphenoxy)-N-(4-fluoro-3-(hydroxy(2-oxopyrrolidin-3-yl)methyl)phenyl)-5-(trisFluoromethyl)benzamide